3-[2-chloro-5-(3,5-dimethyl-2,6-dioxo-4-thioxo-1,3,5-triazinan-1-yl)-4-fluoro-phenyl]-5-methyl-4H-isoxazole-5-carboxylic acid ClC1=C(C=C(C(=C1)F)N1C(N(C(N(C1=O)C)=S)C)=O)C1=NOC(C1)(C(=O)O)C